Oxyproline C1[C@H](CN[C@@H]1C(=O)O)O